NCC1=C2C(=NC3=CC=C4C(=C13)CCC4)C4=CC1=C(C(N4C2)=O)COC([C@]1(O)CC)=O (S)-15-(aminomethyl)-8-ethyl-8-hydroxy-1,2,3,8,11,14-hexahydro-9H,12H-cyclopenta[f]pyrano[3',4':6,7]indolizino[1,2-b]quinoline-9,12-dione